1-((3-((2-chloroethoxy)methyl)-2-oxooxazolidin-4-yl)methoxy)-7-hydroxyisoquinoline-6-carbonitrile ClCCOCN1C(OCC1COC1=NC=CC2=CC(=C(C=C12)O)C#N)=O